benzenesulfonyl-tertiary butyl isocyanate C1(=CC=CC=C1)S(=O)(=O)CC(C)(C)N=C=O